BrC=1C=CC(=C(C1)N1N=NC(=C1)F)Cl 1-(5-bromo-2-chlorophenyl)-4-fluoro-1H-1,2,3-triazole